(3E)-7-iodo-3-hepten-1-ol ICCC/C=C/CCO